N1-phenyl-benzene-1,4-diamine C1(=CC=CC=C1)NC1=CC=C(C=C1)N